5-methyl-1-oxo-2,3-dihydro-1H-indene-2-carboxylic acid methyl ester COC(=O)C1C(C2=CC=C(C=C2C1)C)=O